7-(Dimethylamino)quinazolin-4(3H)-one CN(C1=CC=C2C(NC=NC2=C1)=O)C